bis(phosphonic acid) ammonium [NH4+].P(O)(O)=O.P(O)(O)=O